N,4-dimethyl-5-(2-((5-(4-methylpiperazin-1-yl)pyridin-2-yl)amino)pyrimidin-4-yl)-N-phenylthiazol-2-amine CN(C=1SC(=C(N1)C)C1=NC(=NC=C1)NC1=NC=C(C=C1)N1CCN(CC1)C)C1=CC=CC=C1